ortho-nitrobenzyl eleostearate C(CCCCCCCC=CC=CC=CCCCC)(=O)OCC1=C(C=CC=C1)[N+](=O)[O-]